N2-(4-[2-(4-methylpiperazin-1-yl)-2-oxoethyl]phenyl)pyrimidine-2,4-diamine CN1CCN(CC1)C(CC1=CC=C(C=C1)NC1=NC=CC(=N1)N)=O